5-(3-ethyl-2-methyl-3H-imidazo[4,5-b]pyridin-5-yl)-N-(trans-4-(4-methylpiperazin-1-yl)cyclohexyl)pyrrolo[2,1-f][1,2,4]triazin-2-amine C(C)N1C(=NC=2C1=NC(=CC2)C=2C=CN1N=C(N=CC12)N[C@@H]1CC[C@H](CC1)N1CCN(CC1)C)C